tert-Butyl 3-(4-(1,1-difluoro-2-hydroxy-2-methylpropoxy)-7-(1H-pyrazol-1-yl)benzo[d]oxazol-2-yl)-3,6-diazabicyclo[3.1.1]heptane-6-carboxylate FC(C(C)(C)O)(OC1=CC=C(C2=C1N=C(O2)N2CC1N(C(C2)C1)C(=O)OC(C)(C)C)N1N=CC=C1)F